cobalt trisulfide [Co](=S)(=S)=S